[O].C(=C)[SiH](C)C vinyldimethylsilane Oxygen